S1C=NC=C1S(=O)(=O)C1=CC=C(C=C1)NC(N)=O 3-(4-(thiazol-5-ylsulfonyl)phenyl)urea